(R)-5-benzyl-N-(5,6-dihydro-4H-benzo[f][1,2,4]triazolo[4,3-a]azepin-4-yl)-4H-1,2,4-triazole-3-carboxamide C(C1=CC=CC=C1)C=1NC(=NN1)C(=O)N[C@H]1C=2N(C3=C(CC1)C=CC=C3)C=NN2